FC1=C(C=CC(=C1)N1CCN(CC1)C)NC1=NC2=C(C=CC=C2C=N1)C1=NC=CC(=C1)NC(C=C)=O N-(2-(2-((2-fluoro-4-(4-methylpiperazin-1-yl)phenyl)amino)quinazolin-8-yl)pyridin-4-yl)acrylamide